dysprosium-holmium [Ho].[Dy]